(S)-5-(8-(2,4-dichlorophenyl)-9-(4-((1-(3-fluoropropyl)pyrrolidin-3-yl)oxy)phenyl)-6,7-dihydro-5H-benzo[7]annulen-3-yl)-1,3,4-oxadiazole-2(3H)-thione ClC1=C(C=CC(=C1)Cl)C=1CCCC2=C(C1C1=CC=C(C=C1)O[C@@H]1CN(CC1)CCCF)C=CC(=C2)C2=NNC(O2)=S